ClC1=C(C=CC=C1NC(=O)C=1N(C2=C(CN(CC2)C)N1)C)C1=C(C(=CC=C1)C=1OC2=C(N1)C=C(C=C2Cl)C(C)(C)O)C N-(2-chloro-3'-(7-chloro-5-(2-hydroxypropan-2-yl)benzo[d]oxazol-2-yl)-2'-methyl-[1,1'-biphenyl]-3-yl)-1,5-dimethyl-4,5,6,7-tetrahydro-1H-imidazo[4,5-c]pyridine-2-carboxamide